C(C=C)(=O)N1C[C@H](CC1)N1C(C2=C(C(=C1)C#CC1=CC(=CC(=C1)OC)OC)C(=NN2)N)=O (S)-6-(1-acryloylpyrrolidin-3-yl)-3-amino-4-((3,5-dimethoxyphenyl)ethynyl)-1,6-dihydro-7H-pyrazolo[3,4-c]pyridin-7-one